C(#N)C=1C=CC(=NC1)COC1=CC=CC(=N1)N1C[C@@H](N(CC1)CC1=NC2=C(N1C[C@H]1OCC1)C=C(C=C2)C(=O)OC)C methyl 2-(((S)-4-(6-((5-cyanopyridin-2-yl)methoxy)pyridin-2-yl)-2-methylpiperazin-1-yl)methyl)-1-(((S)-oxetan-2-yl)methyl)-1H-benzo[d]imidazole-6-carboxylate